4-(2-methylbenzylamino)tetrahydrofuran-2-carboxylic acid methyl ester hydrochloride Cl.COC(=O)C1OCC(C1)NCC1=C(C=CC=C1)C